C(C)(C)(C)C1=CC(=C2C=CC=NC2=C1C#N)N1C[C@@]2(C[C@@]2(C1)C(F)(F)F)C1=NN=C(O1)C1(CCN(CC1)C(=O)[O-])F 7-tert-butyl-4-(5-((1S,5R)-3-(8-cyanoquinolin-5-yl)-5-(trifluoromethyl)-3-azabicyclo[3.1.0]hexan-1-yl)-1,3,4-oxadiazol-2-yl)-4-fluoropiperidine-1-carboxylate